COC=1C=C(C=CC1OC)C=1NC2=CC=C(C=C2C1C(C)C)C1CCN(CC1)CC=1C=C(C#N)C=CC1 3-((4-(2-(3,4-dimethoxyphenyl)-3-isopropyl-1H-indol-5-yl)piperidin-1-yl)methyl)benzonitrile